C(#N)C1=CC=C(C=C1)CC(C(=O)OCC)OC(NC1=C2CCCC2=CC=2CCCC12)=O Ethyl 3-(4-cyanophenyl)-2-{[(1,2,3,5,6,7-hexahydro-s-indacen-4-yl)carbamoyl]oxy}propanoate